1,3-dihydro-3,3-bis(4-hydroxyphenyl)-1-methyl-2H-indol-2-one OC1=CC=C(C=C1)C1(C(N(C2=CC=CC=C12)C)=O)C1=CC=C(C=C1)O